(8-{[2-(4-Chlorophenyl)imidazo[1,2-a]pyridin-3-yl]methyl}-3,8-diazabicyclo[3.2.1]oct-3-yl)(6-methoxypyridin-2-yl)methanone ClC1=CC=C(C=C1)C=1N=C2N(C=CC=C2)C1CN1C2CN(CC1CC2)C(=O)C2=NC(=CC=C2)OC